I.NC(=NC(=N)N)SC N-[amino(methylsulfanyl)methylidene]guanidine hydroiodide